2-(7-methoxynaphthalen-1-yl)acetaldehyde COC1=CC=C2C=CC=C(C2=C1)CC=O